5-(3-chloroimidazo[1,2-b]pyridazin-6-yl)-2-(3,3,3-trifluoropropyl)-7H-pyrrolo[2,3-d]pyrimidine ClC1=CN=C2N1N=C(C=C2)C2=CNC=1N=C(N=CC12)CCC(F)(F)F